3-(5-bromo-1H-indazol-1-yl)-1-(4-methoxybenzyl)piperidine-2,6-dione BrC=1C=C2C=NN(C2=CC1)C1C(N(C(CC1)=O)CC1=CC=C(C=C1)OC)=O